Myristyl Pentacosanoate C(CCCCCCCCCCCCCCCCCCCCCCCC)(=O)OCCCCCCCCCCCCCC